(R)-4-(tert-butoxycarbonyl)-1-(3-cyano-5-(trifluoromethyl)pyridin-2-yl)piperazine-2-carboxylic acid C(C)(C)(C)OC(=O)N1C[C@@H](N(CC1)C1=NC=C(C=C1C#N)C(F)(F)F)C(=O)O